tert-butyl rac-(4R,7S,8S,9S)-13,14-dichloro-9-methyl-10-oxa-2,12,16,18,20-pentazapentacyclo[9.7.1.14,7.02,8.015,19]icosa-1(18),11(19),12,14,16-pentaene-20-carboxylate ClC1=NC=2O[C@H]([C@@H]3[C@@H]4CC[C@H](CN3C3=NC=NC(=C1Cl)C32)N4C(=O)OC(C)(C)C)C |r|